C1=CC=CC2=C1C1=C(C(=CC=3C4=C(OC31)C=CC=C4)N)S2 benzo[b]benzo[4,5]thieno[2,3-g]benzofuran-6-amine